isopropyl (S)-2-((S)-3-(1H-indol-3-yl)-2-(3-(methylamino)-3-oxopropoxy)propanamido)-6-diazo-5-oxohexanoate N1C=C(C2=CC=CC=C12)C[C@@H](C(=O)N[C@H](C(=O)OC(C)C)CCC(C=[N+]=[N-])=O)OCCC(=O)NC